ClC1=CC=C(S1)C(C)=O 1-(5-Chlorothiophen-2-yl)-1-ethanone